ClC=1C(=NC(=NC1)N1C[C@@H](CCC1)OC1=CC=C2C(=NN(C2=C1)C)C1C(NC(CC1)=O)=O)NC=1C=C2CC(N(C2=CC1)C)=O 3-(6-(((R)-1-(5-chloro-4-((1-methyl-2-oxoindolin-5-yl)amino)pyrimidin-2-yl)piperidin-3-yl)oxy)-1-methyl-1H-indazol-3-yl)piperidine-2,6-dione